tert-butyl ((2-(((R)-5-hydroxypentan-2-yl)oxy)-6-methylpyridin-3-yl)sulfonyl)-L-prolinate OCCC[C@@H](C)OC1=NC(=CC=C1S(=O)(=O)N1[C@@H](CCC1)C(=O)OC(C)(C)C)C